4-chloro-1-(2,4-difluoro-6-methoxy-phenyl)-6-(methoxymethyl)pyrazolo[3,4-d]pyrimidine ClC1=C2C(=NC(=N1)COC)N(N=C2)C2=C(C=C(C=C2OC)F)F